C1(CCC1)C(C=1C=C(C=CC1)N1C(C2=C(C(=C1)C1CC1)C=C(N2)CN2C[C@H](CCC2)C)=O)C2=NN=CN2C 6-(3-(cyclobutyl(4-methyl-4H-1,2,4-triazol-3-yl)methyl)phenyl)-4-cyclopropyl-2-(((S)-3-methylpiperidin-1-yl)methyl)-1,6-dihydro-7H-pyrrolo[2,3-c]pyridin-7-one